4-(2,5-diazabicyclo[2.2.1]heptane-2-yl)-2-(2,6-dioxopiperidin-3-yl)isoindoline C12N(CC(NC1)C2)C2=C1CN(CC1=CC=C2)C2C(NC(CC2)=O)=O